1-tert-butyl 2-methyl (2R,3R)-3-hydroxypyrrolidine-1,2-dicarboxylate O[C@H]1[C@@H](N(CC1)C(=O)OC(C)(C)C)C(=O)OC